4-(3-(benzyloxy)cyclobutoxy)-6-chloro-N-(4,4-difluorocyclohexyl)pyrimidin-2-amine C(C1=CC=CC=C1)OC1CC(C1)OC1=NC(=NC(=C1)Cl)NC1CCC(CC1)(F)F